tert-butyl (2S)-2-(((tert-butyldimethylsilyl)oxy)methyl)-4-hydroxy-4-(trifluoromethyl)pyrrolidine-1-carboxylate [Si](C)(C)(C(C)(C)C)OC[C@H]1N(CC(C1)(C(F)(F)F)O)C(=O)OC(C)(C)C